tert-butyl 1-(2,2,7-trifluoro-3-oxo-6-(perfluorophenyl)-2,3-dihydro-4H-benzo[b][1,4]oxazin-4-yl)cyclopropane-1-carboxylate FC1(C(N(C2=C(O1)C=C(C(=C2)C2=C(C(=C(C(=C2F)F)F)F)F)F)C2(CC2)C(=O)OC(C)(C)C)=O)F